lithium 8-hydroxyquinolate OC=1C=CC=C2C=CC(=NC12)C(=O)[O-].[Li+]